COC=1C=C2CN(CC2=CC1)C1=NC=CC(=N1)C1=NC=CC(=N1)C#CC=1C=C2CNC(C2=CC1)=O 5-((2'-(5-methoxyisoindolin-2-yl)-[2,4'-bipyrimidinyl]-4-yl)ethynyl)isoindolin-1-one